Br[C@@H]1CC1C(=O)OC methyl (R)-2-bromo-3-cyclopropanoate